C(C)(=O)C1=CN(C2=CC(=C(C=C12)C=1C=NC(=NC1)C)O)CC(=O)O 2-(3-acetyl-6-hydroxy-5-(2-methylpyrimidin-5-yl)-1H-indol-1-yl)acetic acid